1-amino-N-(2-((4-methyl-5-nitrothiazol-2-yl)carbamoyl)phenyl)-3,6,9,12,15-pentaoxaoctadecan-18-amide NCCOCCOCCOCCOCCOCCC(=O)NC1=C(C=CC=C1)C(NC=1SC(=C(N1)C)[N+](=O)[O-])=O